2-(4-amino-4-phenylpiperidin-1-yl)-5-(2-(methyl-d3)-2H-indazol-5-yl)-7H-pyrrolo[2,3-d]pyrimidine-4-carboxamide NC1(CCN(CC1)C=1N=C(C2=C(N1)NC=C2C2=CC1=CN(N=C1C=C2)C([2H])([2H])[2H])C(=O)N)C2=CC=CC=C2